C(=O)C1=C(C=NC(=C1O)C)COC1=C(C2=CC=CC=C2C=C1)OP(=O)=N[C@H](C(=O)OC(C)C)C (2S)-Isopropyl 2-(((4-formyl-5-hydroxy-6-methylpyridin-3-yl)methoxy)(naphthalen-1-yloxy)phosphorylamino)propanoate